BrC1=C(C=CC(=C1)OC)C1CCC1 2-bromo-1-cyclobutyl-4-methoxybenzene